3-(4-Bromophenyl)-6,6-dihydroxy-5-hydroxyiminohexahydro-2,4-pyrimidindion BrC1=CC=C(C=C1)N1C(NC(C(C1=O)=NO)(O)O)=O